NC=1C=C(C=CC1F)C(O)C=1SC=CN1 (3-amino-4-fluorophenyl)(thiazol-2-yl)methanol